COC=1C=C2C(=CN=CC2=CC1OC)C(=O)N1CCCCC1 6,7-dimethoxy-4-(piperidine-1-carbonyl)isoquinolin